C(C)(C)(C)NC(C(C1CCN(CC1)CC)N(C(CCCCCCCCC)=O)CC(CCCCCCCCCCCC)CCCCCCCCCC)=O N-(2-(tert-butylamino)-1-(1-ethylpiperidin-4-yl)-2-oxoethyl)-N-(2-decyltetradecyl)decanamide